N-(2-((5-chloro-2-((2-methoxy-4-(4-(4-methylpiperazin-1-yl)piperidin-1-yl)-5-(thiazole-2-ylamino)phenyl)amino)pyrimidin-4-yl)amino)phenyl)-N-methylmethanesulfonamide ClC=1C(=NC(=NC1)NC1=C(C=C(C(=C1)NC=1SC=CN1)N1CCC(CC1)N1CCN(CC1)C)OC)NC1=C(C=CC=C1)N(S(=O)(=O)C)C